di(3-butenyl)tetramethyl-disiloxane C(CC=C)[Si](O[Si](C)(C)C)(C)CCC=C